CC[C@H](NC1CCCCC1)C(=O)O (2S,3R)-beta-methylcyclohexylalanine